Benzyl (S)-2-(hydroxymethyl)azetidine-1-carboxylate OC[C@H]1N(CC1)C(=O)OCC1=CC=CC=C1